Azulene-3-one hydrochloride Cl.C=1CC(C2=CC=CC=CC12)=O